1,3,5,7-adamantanetetrabenzoic acid methyl-5-bromopyridine-2,3-dicarboxylate COC(=O)C1=NC=C(C=C1C(=O)O)Br.C12(CC3(CC(CC(C1)(C3)C3=CC=CC=C3C(=O)O)(C2)C2=CC=CC=C2C(=O)O)C2=CC=CC=C2C(=O)O)C2=CC=CC=C2C(=O)O